C(C)(=O)ON1C(C(CCC1)P(=O)(OCC=1SC(=CC1)[N+](=O)[O-])NCC1=CC=CC=C1)=O 3-((benzylamino)((5-nitrothiophen-2-yl)methoxy)phosphoryl)-2-oxopiperidin-1-yl acetate